C(CC=C)(=O)[O-].[Na+] sodium 3-butenoate